CC1=C(C=CC(=C1)Cl)NC(=O)CCl 2-chloro-N-(4-chloro-2-methylphenyl)acetamide